C(C1=CC=CC=C1)OC1=NC(=CC=C1C1=NN(C2=CC(=CC=C12)N1CC(CC1)CC1CCN(CC1)C(=O)OCC1=CC=CC=C1)C)OCC1=CC=CC=C1 benzyl 4-((1-(3-(2,6-bis(benzyloxy)pyridin-3-yl)-1-methyl-1H-indazol-6-yl)pyrrolidin-3-yl)methyl)piperidine-1-carboxylate